C(=O)(O)C=1C=C(C=C(C1)N1N=NC(=C1)C=1C(=C(C(=O)O)C=CC1)C(F)(F)F)N1N=NC(=C1)C=1C(=C(C(=O)O)C=CC1)C(F)(F)F ((5-carboxy-1,3-phenylene)bis(1H-1,2,3-triazole-1,4-diyl))bis(2-(trifluoromethyl)benzoic acid)